1-(cyclopropylmethyl)-N-(5-morpholino-8-quinolinyl)imidazole-4-sulfonamide C1(CC1)CN1C=NC(=C1)S(=O)(=O)NC=1C=CC(=C2C=CC=NC12)N1CCOCC1